(R)-2-(7-(3-(4-fluoro-benzyl)-ureido)-dibenzofuran-2-sulfonylamino)-3-methyl-butyric acid FC1=CC=C(CNC(NC2=CC3=C(C4=C(O3)C=CC(=C4)S(=O)(=O)N[C@@H](C(=O)O)C(C)C)C=C2)=O)C=C1